(S)-3-(5-(4-((1-(4-(7-butyl-1-fluoro-3,8,9,10-tetrahydrocyclohepta[e]indazol-6-yl)phenyl)piperidin-4-yl)methyl)piperazin-1-yl)-1-oxoisoindolin-2-yl)piperidine-2,6-dione C(CCC)C1=C(C2=C(C=3C(=NNC3C=C2)F)CCC1)C1=CC=C(C=C1)N1CCC(CC1)CN1CCN(CC1)C=1C=C2CN(C(C2=CC1)=O)[C@@H]1C(NC(CC1)=O)=O